COC1=CC=C(\C=C\2/OC3=C(C2=O)C=CC=C3)C=C1 (Z)-2-(4-methoxybenzylidene)benzofuran-3(2H)-one